tribenzylbutylammonium C(C1=CC=CC=C1)[N+](CCCC)(CC1=CC=CC=C1)CC1=CC=CC=C1